O1C(=NC=C1)C=1N=CC(=NC1)N1CCC2(C(N3[C@H](O2)CC[C@H]3C3=CC=CC=C3)=O)CC1 (5'S,7a'R)-1-[5-(1,3-oxazol-2-yl)pyrazin-2-yl]-5'-phenyltetrahydro-3'H-spiro[piperidine-4,2'-pyrrolo[2,1-b][1,3]oxazol]-3'-one